4-(hydroxymethyl)-5-methyl-[1,3]dioxole OCC=1OCOC1C